C(CCC)[N+](CCCC)(CCCC)CCCC.C1(=CC=CC=C1)P(C1=CC=CC=C1)C1=CC=CC=C1 triphenylphosphine, tetrabutylammonium salt